6-(2-((5-cyclopropyl-3-(2,6-dichlorophenyl)isoxazol-4-yl)methylene)-7-azaspiro[3.5]non-7-yl)-2-naphthoic acid C1(CC1)C1=C(C(=NO1)C1=C(C=CC=C1Cl)Cl)C=C1CC2(C1)CCN(CC2)C=2C=C1C=CC(=CC1=CC2)C(=O)O